FC([C@@H]1N(CC12CCNCC2)C(C=C)=O)(F)F (R)-1-(1-(trifluoromethyl)-2,7-diazaspiro[3.5]nonan-2-yl)prop-2-en-1-one